ClC=1C(=C(C(=O)O)C=CC1Cl)[N+](=O)[O-] 3,4-dichloro-2-nitrobenzoic acid